ClC=1C(=C(C=CC1Cl)O)[C@H]1CC2=C(N(N=C2CC)C)C1 (S)-3,4-dichloro-2-(3-ethyl-1-methyl-1,4,5,6-tetrahydrocyclopenta[c]pyrazol-5-yl)phenol